5-(2-methylpyridin-4-yl)-1H-imidazol-2-amine CC1=NC=CC(=C1)C1=CN=C(N1)N